C[C@]1(CC[C@@H]2C(=C1)C(=O)C[C@H]3[C@]2(CC[C@H](C3(C)C)O)C)C=C The molecule is a tricyclic diterpenoid that is ent-sandaracopimaradiene bearing additional hydroxy and oxo substituents at the 3alpha- and 7-positions respectively. It has a role as a plant metabolite.